N-(2,4-dimethoxybenzyl)-N-(4-((4-(2-(4-hydroxyphenyl)propane-yl)phenoxy)methyl)pyrimidin-2-yl)methanesulfonamide COC1=C(CN(S(=O)(=O)C)C2=NC=CC(=N2)COC2=CC=C(C=C2)CC(C)C2=CC=C(C=C2)O)C=CC(=C1)OC